CCCCCCC(CCCCCC)OC(=O)N1C=NC=C1.N1(C=NC=C1)C(=O)OC(CCCCCC)CCCCCC tridecan-7-yl 1H-imidazole-1-carboxylate Tridecan-7-yl-1H-imidazole-1-carboxylate